4-[[2-fluoro-3-methoxy-propyl]-[4-(5,6,7,8-tetrahydro-1,8-naphthyridin-2-yl)butyl]amino]-2-[(2-methylpyrazole-3-carbonyl)amino]butanoic acid FC(CN(CCC(C(=O)O)NC(=O)C=1N(N=CC1)C)CCCCC1=NC=2NCCCC2C=C1)COC